1,3,5-tris(2-(p-hydroxyphenyl)-propan-2-yl)benzene OC1=CC=C(C=C1)C(C)(C)C1=CC(=CC(=C1)C(C)(C)C1=CC=C(C=C1)O)C(C)(C)C1=CC=C(C=C1)O